trans-4-(3-[4-[(piperazin-1-yl)methyl]phenyl]-6-[(3,3,3-trifluoropropyl)amino]-1H-pyrazolo[3,4-d]pyrimidin-1-yl)cyclohexan-1-ol hydrochloride Cl.N1(CCNCC1)CC1=CC=C(C=C1)C1=NN(C2=NC(=NC=C21)NCCC(F)(F)F)[C@@H]2CC[C@H](CC2)O